ClC1=CC=C(C=C1)C=1C(=CC=CC1)C(=O)N1CC(C(CC1)SC=1C=C2CN(C(C2=CC1)=O)C1C(NC(CC1)=O)=O)(F)F 3-(5-((1-(4'-chloro-[1,1'-biphenyl]-2-carbonyl)-3,3-difluoropiperidin-4-yl)thio)-1-oxoisoindolin-2-yl)piperidine-2,6-dione